O=C(CC1=NC=2C(=C3C(=NC2)N(C=C3)S(=O)(=O)C3=CC=CC=C3)N1C1CCC(CC1)CC#N)N1CCCCC1 2-((1r,4r)-4-(2-(2-oxo-2-(piperidin-1-yl)ethyl)-6-(benzenesulfonyl)imidazo[4,5-d]Pyrrolo[2,3-b]Pyridin-1(6H)-yl)cyclohexyl)acetonitrile